C1N(CCC2=CC=CC=C12)C1CC(CC1O)OC1=CC(=NC=N1)NC1CCN(CC1)C(C)=O 1-(4-((6-((3-(3,4-dihydroisoquinolin-2(1H)-yl)-4-hydroxycyclopentyl)oxy)pyrimidin-4-yl)amino)piperidin-1-yl)ethan-1-one